2-(2-chlorophenyl)-N-(2-(2-fluoroethyl)-4-sulfamoyl-2H-indazol-6-yl)acetamide ClC1=C(C=CC=C1)CC(=O)NC=1C=C(C2=CN(N=C2C1)CCF)S(N)(=O)=O